2-(1-(tert-butyl)-5-(furan-2-yl)-1H-pyrazol-3-yl)benzo[d]oxazole C(C)(C)(C)N1N=C(C=C1C=1OC=CC1)C=1OC2=C(N1)C=CC=C2